6-methoxyisoindolin-2-yl-4-oxobutanoic acid ethyl ester C(C)OC(C(CC=O)N1CC2=CC(=CC=C2C1)OC)=O